sodium formyl-beta-formylaminopropionitrile C(=O)C(C#N)CNC=O.[Na]